1-(4-(1-Methyl-4-(trifluoromethyl)-1H-imidazol-2-yl)benzyl)-6-(2-(pyrrolidin-1-yl)pyridin-3-yl)-1,3-dihydro-2H-imidazo[4,5-c]pyridin-2-one CN1C(=NC(=C1)C(F)(F)F)C1=CC=C(CN2C(NC=3C=NC(=CC32)C=3C(=NC=CC3)N3CCCC3)=O)C=C1